NNC1=NC(N([C@H]2[C@H](O)[C@H](O)[C@@H](CO)O2)C=N1)=O N4-amino-5-azacytidine